1-{1-[4-Chloro-4'-(piperazin-1-yl)[1,1'-biphenyl]-2-yl]piperidin-3-yl}-5-(trifluoromethyl)-1H-pyrazole ClC1=CC(=C(C=C1)C1=CC=C(C=C1)N1CCNCC1)N1CC(CCC1)N1N=CC=C1C(F)(F)F